hexahydropyrimidinopyrimidine N1CNCC2C1=CN=CN2